N-(7-fluoro-3,3-dimethyl-2-oxo-1,4-dihydroquinolin-6-yl)-3-methoxy-pyridine-4-carboxamide FC1=C(C=C2CC(C(NC2=C1)=O)(C)C)NC(=O)C1=C(C=NC=C1)OC